tert-butyl (3R)-3-[[4-cyano-2-(3-pyridyl)benzoyl]-(8-methyl-1-isoquinolyl)amino]piperidine-1-carboxylate hydrochloride salt Cl.C(#N)C1=CC(=C(C(=O)N([C@H]2CN(CCC2)C(=O)OC(C)(C)C)C2=NC=CC3=CC=CC(=C23)C)C=C1)C=1C=NC=CC1